COC1=C(CNCC2=C(C(=C(C=C2)OC)OC)OC)C=CC(=C1OC)OC bis-(2,3,4-trimethoxy-benzyl)-amine